E-11-tetradecenal C(CCCCCCCCC\C=C\CC)=O